F[C@@H]1C[C@@]2(CCCN2C1)COC=1N=C(C2=C(N1)C(=C(N=C2)C2=CC(=CC1=CC=C(C(=C21)C#C)F)O)F)N2CC(CCC2)CC#N 2-[1-(2-{[(2r,7as)-2-fluoro-hexahydro-1H-pyrrolizin-7a-yl]methoxy}-7-(8-ethynyl-7-fluoro-3-hydroxynaphthalen-1-yl)-8-fluoropyrido[4,3-d]pyrimidin-4-yl)piperidin-3-yl]acetonitrile